(6aR)-8-acryloyl-1-(3-hydroxy-5,5-dimethylpyrrolidin-1-yl)-4-fluoro-3-(3-chloro-6-fluoro-6-hydroxyphenyl)-6,6a,7,8,9,10-hexahydro-12H-pyrazino[2,1-c]pyrido[3,4-f][1,4]oxazepin-12-one C(C=C)(=O)N1C[C@@H]2COC3=C(C(N2CC1)=O)C(=NC(=C3F)C3C=C(C=CC3(O)F)Cl)N3CC(CC3(C)C)O